N-[Cyclohexyl(phenyl)methyl]-6-(4-fluorophenyl)-8-methoxy-quinazolin-4-amine C1(CCCCC1)C(NC1=NC=NC2=C(C=C(C=C12)C1=CC=C(C=C1)F)OC)C1=CC=CC=C1